8-chloro-6-cyclopropyl-2-methanesulfonylpyrido[3,4-d]pyrimidine ClC1=NC(=CC2=C1N=C(N=C2)S(=O)(=O)C)C2CC2